3-((3-chloro-5-fluoropyridin-2-yl)oxy)-2,2-dimethyl-N-(1-methylpiperidin-4-yl)propanamide ricinoleyl-hexatriacontanoate C(CCCCCCC\C=C/C[C@H](O)CCCCCC)OC(CCCCCCCCCCCCCCCCCCCCCCCCCCCCCCCCCCC)=O.ClC=1C(=NC=C(C1)F)OCC(C(=O)NC1CCN(CC1)C)(C)C